C(C)(C)(C)C=1C=C(CN(C(CN(S(=O)(=O)C2=C(C(=C(C(=C2F)F)F)F)F)CC2=CC=C(C=C2)Cl)=O)C2=C(C=C(C(=O)O)C=C2)OC(F)(F)F)C=C(C1)C1CC1 4-(N-(3-(tert-butyl)-5-cyclopropylbenzyl)-2-(N-(4-chlorobenzyl)-(2,3,4,5,6-pentafluorophenyl)sulfonamido)acetamido)-3-(trifluoromethoxy)benzoic acid